FC(C=1N=C(OC1C(=O)N1[C@@H](C2=C(CC1)NC=N2)C2=NN1C(C=CC=C1C(F)(F)F)=C2)[C@H](C)O)F (4-(difluoromethyl)-2-((S)-1-hydroxyethyl)oxazol-5-yl)((S)-4-(7-(trifluoromethyl)pyrazolo[1,5-a]pyridin-2-yl)-6,7-dihydro-1H-imidazo[4,5-c]pyridin-5(4H)-yl)methanone